3-(2-Fluoropyrimidin-5-yl)-N-(4-methyl-3-(pyridin-4-yl)-1H-pyrazol-5-yl)propanamide FC1=NC=C(C=N1)CCC(=O)NC1=C(C(=NN1)C1=CC=NC=C1)C